N-ethyl-5-fluoro-N-isopropyl-2-(3-(1-(6-((2-methoxyethyl)(methyl)amino)-2-methylhexan-3-yl)piperidin-4-yl)-1H-pyrrolo[2,3-c]pyridin-1-yl)benzamide C(C)N(C(C1=C(C=CC(=C1)F)N1C=C(C=2C1=CN=CC2)C2CCN(CC2)C(C(C)C)CCCN(C)CCOC)=O)C(C)C